FC1(CC=C(CC1)C=1C=CC=C2C=C(C=NC12)C(=O)N[C@H](C)C=1OC=CN1)F (R)-8-(4,4-difluorocyclohex-1-en-1-yl)-N-(1-(oxazol-2-yl)ethyl)quinoline-3-carboxamide